BrC1=CC=C(C=C1)C1=NOC(=N1)C1CCC(N1C)=O 5-[3-(4-Bromophenyl)-1,2,4-oxadiazol-5-yl]-1-methylpyrrolidin-2-one